[In].CC(C(CNC(C)(C)C)(C)OC)(C)C trimethyl-(N-(tert-butyl)-2-methoxy-2-methylpropan-1-amine) indium